4-(6-((1s,4s,5r)-4-azido-2-((6-methoxypyridin-3-yl)methyl)-2,6-diazabicyclo[3.2.0]Heptane-6-yl)pyridin-3-yl)-6-(1-methyl-1H-pyrazol-4-yl)pyrazolo[1,5-a]Pyridine-3-carbonitrile N(=[N+]=[N-])[C@H]1CN([C@H]2CN([C@@H]12)C1=CC=C(C=N1)C=1C=2N(C=C(C1)C=1C=NN(C1)C)N=CC2C#N)CC=2C=NC(=CC2)OC